racemic-tert-butyl ((3S,4S)-3-fluoro-2,2,6,6-tetramethylpiperidin-4-yl)(4-methoxybenzyl)carbamate F[C@@H]1C(NC(C[C@@H]1N(C(OC(C)(C)C)=O)CC1=CC=C(C=C1)OC)(C)C)(C)C |r|